1,2-dimethyl-cyclopropane CC1C(C1)C